N-(2-Oxabicyclo[2.2.1]heptan-4-yl)isoindolin-4-amine C12OCC(CC1)(C2)NC=2C=1CNCC1C=CC2